6-(2-amino-5-(4-(1-(2,2-difluoroethyl)piperidin-4-yl)phenyl)pyridin-3-yl)-3,4-dihydroisoquinolin-1(2H)-one NC1=NC=C(C=C1C=1C=C2CCNC(C2=CC1)=O)C1=CC=C(C=C1)C1CCN(CC1)CC(F)F